NC1=C2C(=NC=N1)N(N=C2C=2NC1=CC(=CC=C1C2)C(=O)OC)C Methyl 2-(4-amino-1-methyl-1H-pyrazolo[3,4-d]pyrimidin-3-yl)-1H-indole-6-carboxylate